FC1=NC(=C2N=CN(C2=N1)C1OCC1)NCC1=C(C=CO1)OC 2-fluoro-6-(3-methoxyfurfurylamino)-9-(oxetan-2-yl)-9H-purine